3,7-dimethyl-2-octenoate CC(=CC(=O)[O-])CCCC(C)C